ClC=1C=C(C(=O)NC2=CC=C(C=C2)C2(CCC2)C(N[C@H]2[C@@H](C2)C(F)(F)F)=O)C=CC1 3-chloro-N-[4-(1-{[(1R,2R)-2-(trifluoromethyl)cyclopropyl]carbamoyl}cyclobutyl)phenyl]benzamide